NC1=CC=C(C=C1)N1CCN(CC1)CCCCCOC1=C2C(N(C(C2=CC=C1)=O)C1C(NC(CC1)=O)=O)=O 4-((5-(4-(4-aminophenyl)piperazin-1-yl)pentyl)oxy)-2-(2,6-dioxopiperidin-3-yl)isoindoline-1,3-dione